NCC1=CC=CC(=N1)C#N 6-(aminomethyl)pyridinecarbonitrile